OC(C)(C)C1=CC=C(C(=N1)C)C=1N=C2C(=NC1)NC(CN2[C@@H]2CC[C@H](CC2)OC)=O 6-(6-(2-hydroxypropan-2-yl)-2-methylpyridin-3-yl)-4-(trans-4-methoxycyclohexyl)-3,4-dihydropyrazino[2,3-b]pyrazin-2(1H)-one